ClC=1C=C(C(=O)NC2=C(N=C(S2)C)C(=O)O)C=CC1O 5-(3-chloro-4-hydroxybenzamido)-2-methylthiazole-4-carboxylic acid